1-(1-(t-butoxycarbonyl)piperidin-4-yl)-2,4,6-triphenylpyridine C(C)(C)(C)OC(=O)N1CCC(CC1)N1C(C=C(C=C1C1=CC=CC=C1)C1=CC=CC=C1)C1=CC=CC=C1